2-[2-Amino-N-[(6-chloro-4-methyl-3-pyridinyl)sulfonyl]-6-methyl-anilino]acetic acid ethyl ester C(C)OC(CN(C1=C(C=CC=C1C)N)S(=O)(=O)C=1C=NC(=CC1C)Cl)=O